6-(4-fluoro-3-methyl-phenyl)-1-(3-pyridylmethyl)-3H-imidazo[4,5-b]pyridin-2-one FC1=C(C=C(C=C1)C=1C=C2C(=NC1)NC(N2CC=2C=NC=CC2)=O)C